Ethyl 3-(1-methylcyclopropyl)-4-(trifluoromethyl)-1H-pyrazole-5-carboxylate CC1(CC1)C1=NNC(=C1C(F)(F)F)C(=O)OCC